heptadecan-9-yl 8-((2-hydroxy-6-(1H-pyrrole-3-carboxamido)hexyl)(6-((7-methylnonyl)oxy)-6-oxohexyl)Amino)octanoate OC(CN(CCCCCCCC(=O)OC(CCCCCCCC)CCCCCCCC)CCCCCC(=O)OCCCCCCC(CC)C)CCCCNC(=O)C1=CNC=C1